[N-](S(=O)(=O)C(F)(F)F)S(=O)(=O)C(F)(F)F.C(CCC)C=1NC=CC1 butylpyrrole bistrifluoromethanesulfonimide salt